C(C)(=O)OC(C)(CCC[C@@H](C)[C@H]1CC[C@@H]2[C@@]1(CC[C@@H]1[C@]3(CC[C@@H](C([C@@H]3CC[C@@H]21)=O)OC(C)=O)C)C)C (6R)-6-[(1R,3aS,3bS,5aR,7S,9aR,9bS,11aR)-7-acetoxy-9a,11a-dimethyl-6-oxohexadecahydro-1H-cyclopenta[1,2-a]phenanthren-1-yl]-2-methylheptan-2-yl acetate